C(C)[C@]1(C(OCC=2C(N3CC=4C(=NC=5C=C(C(=C6C5C4CCC6)NC(CNC(OCC=C)=O)=O)F)C3=CC21)=O)=O)O Allyl (S)-(2-((9-ethyl-5-fluoro-9-hydroxy-10,13-dioxo-2,3,9,10,13,15-hexahydro-1H,12H-benzo[de]pyrano[3',4':6,7]indolizino[1,2-b]quinolin-4-yl)amino)-2-oxoethyl)carbamate